6-(2-methylimidazo[1,2-a]pyridin-7-yl)-5-(1-{[1-(2-methylpropyl)cyclopropyl]methyl}-1H-pyrazol-4-yl)pyridine-2-carbonitrile CC=1N=C2N(C=CC(=C2)C2=C(C=CC(=N2)C#N)C=2C=NN(C2)CC2(CC2)CC(C)C)C1